C(#N)C=1C=2CCCC2C(=C2CCCC12)NC(=O)N=[S@@](=O)(N)C=1C=NC(=CC1)C(C)(C)O |o1:18| (S) or (R)-N'-((8-cyano-1,2,3,5,6,7-hexahydro-s-indacen-4-yl)carbamoyl)-6-(2-hydroxypropan-2-yl)pyridine-3-sulfonimidamide